C(C)(C)(C)OC(=O)N1C(CNCC1C)(C)C1=C(C=CC=C1)C 2-methylphenyl-2,6-dimethylpiperazine-1-carboxylic acid tert-butyl ester